C(C)(C)C1=CC(=NC=C1)C1=NSC(=N1)NC1=NC=CC=C1C(F)(F)F 3-(4-isopropyl-2-pyridyl)-N-[3-(trifluoromethyl)-2-pyridyl]-1,2,4-thiadiazol-5-amine